4-(3-(2-methoxyethyl)-5-(1-(m-tolyl)-1H-pyrazol-3-yl)-3H-imidazo[4,5-b]pyridin-7-yl)morpholine hydrochloride Cl.COCCN1C=NC=2C1=NC(=CC2N2CCOCC2)C2=NN(C=C2)C=2C=C(C=CC2)C